N-carboxyl-L-aspartic acid C(=O)(O)N[C@@H](CC(=O)O)C(=O)O